BrC1=CC(=C(C2=C1C=CS2)NC(CCl)=O)C(=O)C=2C1=CN(N=C1C(=CC2)F)C2OCCCC2 N-[4-bromo-6-[7-fluoro-2-(oxan-2-yl)indazole-4-carbonyl]-1-benzothiophen-7-yl]-2-chloroacetamide